C1=CC=CC=2C3=CC=CC=C3N(C12)C1=CC=C(C=C1)C1=CC=C(C=C1)N1C2=CC=CC=C2C=2C=CC=CC12 bis(N-carbazolyl)biphenyl